FC(=O)[C@H](O)[C@H](O)[C@H](O)CO Fluororibose